butyl-(dimethyl)(trimethylstannyl)silane C(CCC)[Si]([Sn](C)(C)C)(C)C